3,4-dimethyl-1-cyclohexyl acrylate C(C=C)(=O)OC1CC(C(CC1)C)C